ClC1=NC(=CC(=C1C(=O)NC=1SC2=NC(=C(C=C2N1)F)C1=C(N=NN1C)C)C1=CC=NC=C1OC)C chloro-N-(5-(1,4-dimethyl-1H-1,2,3-triazol-5-yl)-6-fluorothiazolo[5,4-b]pyridin-2-yl)-5'-methoxy-6-methyl-[4,4'-bipyridine]-3-carboxamide